(R)-4-(2-(hydroxymethyl)azetidin-1-yl)-1-(o-tolyl)-7-(trifluoromethyl)quinazolin-2(1H)-one OC[C@@H]1N(CC1)C1=NC(N(C2=CC(=CC=C12)C(F)(F)F)C1=C(C=CC=C1)C)=O